2-[4-[5-Amino-4-cyano-1-(1-methylcyclopropyl)pyrazol-3-yl]phenyl]propionic acid methyl ester COC(C(C)C1=CC=C(C=C1)C1=NN(C(=C1C#N)N)C1(CC1)C)=O